FC=1C=C2C(=CNC2=CC1F)NC(=O)C1=CC(=NO1)C=1C=NC(=C(C1)F)N1CCC(CC1)(F)F N-(5,6-difluoro-1H-indol-3-yl)-3-(6-(4,4-difluoropiperidin-1-yl)-5-fluoropyridin-3-yl)isoxazole-5-carboxamide